p-amino-benzylcarbamoyl-N-methyl-beta-alanine NC1=CC=C(CNC(=O)N(CCC(=O)O)C)C=C1